2-hydroxy-5-indazol-1-yl-benzaldehyde OC1=C(C=O)C=C(C=C1)N1N=CC2=CC=CC=C12